C(C1=CC=CC=C1)N1CCC(=C(C1)C=1OC(=CN1)C1=CC=C(C=C1)OCC)CC 2-(1-benzyl-4-ethyl-3,6-dihydro-2H-pyridin-5-yl)-5-(4-ethoxyphenyl)oxazole